3-(3-(3-amino-5-fluoro-4-methylphenyl)-1,2,4-oxadiazol-5-yl)azetidine-1-carboxylic acid methyl ester COC(=O)N1CC(C1)C1=NC(=NO1)C1=CC(=C(C(=C1)F)C)N